Cl.N1CCC(CC1)C(=O)O piperidine-4-carboxylic acid hydrochloride salt